FC1(CCN(CC1)C1=CC=C(C=N1)NC(=O)NC1=CNC2=NC=C(C=C21)F)F 1-(6-(4,4-difluoropiperidin-1-yl)pyridin-3-yl)-3-(5-fluoro-1H-pyrrolo[2,3-b]pyridin-3-yl)urea